ClC=1C=C(C(=O)N[C@@H]2CC23CCN(CC3)CC(C(C)(C)C)O)C=C(C1)F 3-chloro-5-fluoro-N-((1R)-6-(2-hydroxy-3,3-dimethylbutyl)-6-azaspiro[2.5]oct-1-yl)benzamide